1-(4-((3-CHLORO-1H-PYRROLO[2,3-B]PYRIDIN-4-YL)OXY)-2-FLUOROPHENYL)-3-(4-((4-(DIMETHYL-AMINO)PIPERIDIN-1-YL)METHYL)-3-(TRIFLUOROMETHYL)PHENYL)UREA ClC1=CNC2=NC=CC(=C21)OC2=CC(=C(C=C2)NC(=O)NC2=CC(=C(C=C2)CN2CCC(CC2)N(C)C)C(F)(F)F)F